tri(1-bromo-3-tert-butylpyrrole) phosphite P(O)(O)O.BrN1C=C(C=C1)C(C)(C)C.BrN1C=C(C=C1)C(C)(C)C.BrN1C=C(C=C1)C(C)(C)C